2-(Dimethylamino)ethyl (5-(5,8-difluoro-4-oxo-3,4-dihydrophthalazin-1-yl)-1H-benzimidazol-2-yl)carbamate FC1=C2C(NN=C(C2=C(C=C1)F)C1=CC2=C(NC(=N2)NC(OCCN(C)C)=O)C=C1)=O